C(C)C=1C(=CC=C2C=C(C=C(C12)C1=C(C=C2C(=NC(=NC2=C1F)OCC1(CC1)CO)N1C[C@@](CCC1)(O)C)F)OCOC)F (3R)-1-[7-[8-ethyl-7-fluoro-3-(methoxymethoxy)-1-naphthyl]-6,8-difluoro-2-[[1-(hydroxymethyl)cyclopropyl]methoxy]quinazolin-4-yl]-3-methyl-piperidin-3-ol